5-(tert-butyl)-11-(difluoromethoxy)-4-hydroxy-2-oxo-1,2,5,6-tetrahydroindolo[1,2-h][1,7]naphthyridine-3-carboxylic acid C(C)(C)(C)C1C=2C(=C(C(NC2C=2N(C1)C=1C=CC=C(C1C2)OC(F)F)=O)C(=O)O)O